C(CCCCCCC)C(CC1=CSC=C1CC(CCCCCCCCCC)CCCCCCCC)CCCCCCCCCC 3,4-bis(2-octyldodecyl)thiophene